BrC=1C=C(C=CC1)C(C)(C)NC(OC1CN2CCC1CC2)=O 1-azabicyclo[2.2.2]oct-3-yl [2-(3-bromophenyl)propan-2-yl]carbamate